CNC(O[C@@H]1[C@H](C1)C1=CC(=C(C=C1)C1=NN2C(N=C(C=C2C2CC2)C(=O)N2[C@@H](C3=CC=CC=C3CC2)C)=C1)F)=O (1S,2R)-2-(4-{7-Cyclopropyl-5-[(1R)-1-methyl-1,2,3,4-tetrahydroisoquinoline-2-carbonyl]pyrazolo[1,5-a]pyrimidin-2-yl}-3-fluorophenyl)cyclopropyl N-methylcarbamate